ClC=1C=C(C=CC1F)NC(=O)[C@@H]1N(S(N[C@@H](C1)C1=CC(=CC=C1)F)(=O)=O)C Cis-N-(3-Chloro-4-fluorophenyl)-5-(3-fluorophenyl)-2-methyl-1,2,6-thiadiazinane-3-carboxamide 1,1-dioxide